(S)-4-(3-(1-acryloylpiperidin-2-yl)imidazo[1,5-a]pyrazin-1-yl)-N-(pyridin-2-yl)benzamide C(C=C)(=O)N1[C@@H](CCCC1)C1=NC(=C2N1C=CN=C2)C2=CC=C(C(=O)NC1=NC=CC=C1)C=C2